C1(CC1)N1C2(CC(C1)C2)CNC(=O)[C@H]2N(C[C@@H](C2)O)C([C@H](C(C)(C)C)N2N=NC(=C2)C2CC2)=O (2S,4R)-N-[(2-cyclopropyl-2-azabicyclo[2.1.1]hexan-1-yl)methyl]-1-[(2S)-2-(4-cyclopropyltriazol-1-yl)-3,3-dimethyl-butanoyl]-4-hydroxy-pyrrolidine-2-carboxamide